propylenediamine diformate C(=O)O.C(=O)O.C(C(C)N)N